2-(4-chloro-2-methylphenyl)acetic acid ClC1=CC(=C(C=C1)CC(=O)O)C